O=C1NC(CCC1N1C(C2=CC=C(C=C2C1=O)OCCCCC#CC1=NC=C(C=N1)OC1CC(C1)OC1=NC=C(C=C1)C=1C=CC=2C3=C(N(C2C1)C)C=CN=C3)=O)=O 2-(2,6-dioxopiperidin-3-yl)-5-((6-(5-((1r,3r)-3-((5-(5-methyl-5H-pyrido[4,3-b]indol-7-yl)pyridin-2-yl)oxy)cyclobutoxy)pyrimidin-2-yl)hex-5-yn-1-yl)oxy)isoindoline-1,3-dione